(2-Bromoisonicotinoyl)piperazine-1-carboxylic acid tert-butyl ester C(C)(C)(C)OC(=O)N1C(CNCC1)C(C1=CC(=NC=C1)Br)=O